FC1=C(C#N)C=C(C(=C1C=O)F)C(C)C 2,4-Difluoro-3-formyl-5-isopropylbenzonitrile